6-[4-(3-methoxypyridin-2-yl)piperazin-1-yl]-2-azaspiro[3.4]octane, trifluoroacetate salt FC(C(=O)O)(F)F.COC=1C(=NC=CC1)N1CCN(CC1)C1CC2(CNC2)CC1